(R)-2-methyl-1-benzenesulfonyl-aziridine CC1[N@@](C1)S(=O)(=O)C1=CC=CC=C1